[OH-].[Ca+2].BrC1=C(C=C(C=C1)S(=O)(=O)N1[C@@H](CC(C1)(F)F)CO)C.[OH-] (S)-(1-((4-bromo-3-methylphenyl)sulfonyl)-4,4-difluoropyrrolidin-2-yl)methanol Calcium Hydroxid